1-(tert-butyl)-3-(4-nitrophenyl)-5-(pyridin-2-ylamino)-1H-pyrazole-4-carboxamide C(C)(C)(C)N1N=C(C(=C1NC1=NC=CC=C1)C(=O)N)C1=CC=C(C=C1)[N+](=O)[O-]